tert-butyl 3-(6-(5-((tert-butoxycarbonyl)(methyl)amino)-pyrazolo[1,5-a]pyridin-3-yl)pyridin-2-yl)piperidine-1-carboxylate C(C)(C)(C)OC(=O)N(C1=CC=2N(C=C1)N=CC2C2=CC=CC(=N2)C2CN(CCC2)C(=O)OC(C)(C)C)C